4-((1-(azetidin-3-yl)piperidin-4-yl)methyl)piperazine-1-carboxylic acid tert-butyl ester C(C)(C)(C)OC(=O)N1CCN(CC1)CC1CCN(CC1)C1CNC1